hexahydro-1,3,5-tris(propyl)-s-triazine C(CC)N1CN(CN(C1)CCC)CCC